methyl 2-(3-bromo-5-fluoro-4-hydroxyphenyl)acetate BrC=1C=C(C=C(C1O)F)CC(=O)OC